N-[(3,5-Difluoro-phenyl)-methyl]-2-ethylsulfanyl-4-methyl-6-[(3R)-3-methyl-morpholin-4-yl]-pyridine-3-carboxylic acid amide FC=1C=C(C=C(C1)F)CNC(=O)C=1C(=NC(=CC1C)N1[C@@H](COCC1)C)SCC